2,4-diamino-6-(2'-undecylimidazoyl)-ethyl-s-triazine NCCC1=NC(=NC(=N1)N)C(=O)C1(N=CC=N1)CCCCCCCCCCC